N-(5-METHYLPYRAZIN-2-YL)BENZAMID CC=1N=CC(=NC1)NC(C1=CC=CC=C1)=O